tert-Butyl (3-(2-(3-methoxyphenyl)propan-2-yl)phenyl)carbamate COC=1C=C(C=CC1)C(C)(C)C=1C=C(C=CC1)NC(OC(C)(C)C)=O